3-(9-bromo-8-chloro-5,6-dihydro-4H-[1,4]oxazepino[5,6,7-de]quinazolin-4-yl)propanenitrile BrC=1C(=C2C=3C(=NC=NC3C1)N(CCO2)CCC#N)Cl